N-(4-(trifluoromethyl)bicyclo[2.2.2]oct-1-yl)-5-((trifluoromethyl)thio)benzamide FC(C12CCC(CC1)(CC2)NC(C2=CC=CC(=C2)SC(F)(F)F)=O)(F)F